alpha-bromo-p-fluoroacetophenone dimethyl-sulfonium salt C[SH+]C.BrCC(=O)C1=CC=C(C=C1)F